COC(C1CCN(CC1)C1=CC=C(C=C1)C1=C(CCCC2=C1C=CC(=C2)C(=O)OC)C2=CC=C(C=C2)O)OC methyl 5-[4-[4-(dimethoxymethyl)-1-piperidyl]phenyl]-6-(4-hydroxyphenyl)-8,9-dihydro-7H-benzo[7]annulene-2-carboxylate